N1C[C@H](CCCC1)N1CCC2=C1N=NC(=C2)C2=C(C=C(C=C2C)C(F)(F)F)O (S)-2-(7-(azepan-3-yl)-6,7-dihydro-5H-pyrrolo[2,3-c]pyridazin-3-yl)-3-methyl-5-(trifluoromethyl)phenol